N-(4-((hydroxyamino)methyl)phenyl)-2,5-bis(trifluoromethyl)aniline ONCC1=CC=C(C=C1)NC1=C(C=CC(=C1)C(F)(F)F)C(F)(F)F